BrC1=C(C(=CC=C1)Cl)NC(=O)C=1C(=NC(=NC1)NC1=CC(=C(C=C1)[C@H]1CNCC1)C)OC (S)-N-(2-bromo-6-chlorophenyl)-4-methoxy-2-((3-methyl-4-(pyrrolidin-3-yl)phenyl)amino)pyrimidine-5-carboxamide